C(C)NC(CN1N=C(C=CC1=O)C1=NC(=NO1)C=1C=NC=CC1)=O N-ethyl-2-(6-oxo-3-(3-(pyridin-3-yl)-1,2,4-oxadiazol-5-yl)pyridazin-1(6H)-yl)acetamide